C(#N)C1=C(C=CC=C1)[C@@H]([C@@H](C)C=1N(C(C(=C(N1)C(=O)NC=1C=NOC1)O)=O)C)C=1C=NN(C1)C1COC1 2-((1R,2R)-1-(2-cyanophenyl)-1-(1-(oxetan-3-yl)-1H-pyrazol-4-yl)propan-2-yl)-5-hydroxy-N-(isoxazol-4-yl)-1-methyl-6-oxo-1,6-dihydropyrimidine-4-carboxamide